S1CC(C1)SCSSC1CSC1 1,4-bis(3-thietanyl)-1,3,4-trithiabutane